C1(CCC2=CC=CC=C12)NC1=C(C=C(C=C1)[N+](=O)[O-])/C=C/C(=O)OCC ethyl (E)-3-(2-((2,3-dihydro-1H-inden-1-yl)amino)-5-nitrophenyl)acrylate